4-[5-[(1S)-2-amino-1-hydroxyethyl]pyridin-2-yl]-3-[2-methyl-6-(1,3-oxazol-2-yl)pyridin-4-yl]oxybenzonitrile NC[C@@H](O)C=1C=CC(=NC1)C1=C(C=C(C#N)C=C1)OC1=CC(=NC(=C1)C=1OC=CN1)C